C(C1=CC=CC=C1)(=O)OCC1OC(C(C(C1OC(C1=CC=CC=C1)=O)OC(C1=CC=CC=C1)=O)C(F)(F)F)CC(C1=CC=CC2=CC=CC=C12)=O (benzoyloxymethyl)-3,4-bis(benzoyloxy)-5-(trifluoromethyl)-6-(2-oxo-2-(naphthalen-1-yl)ethyl)tetrahydropyran